BrC1=CC=C(C=C1)N1N=C(C=C1C1=CC=C(C#N)C=C1)C(=O)N1C[C@@H](CCC1)NC (R)-4-(1-(4-bromophenyl)-3-(3-(methylamino)piperidine-1-carbonyl)-1H-pyrazole-5-yl)benzonitrile